C(C1=CC=CC=C1)OC1(CN(C1)C(=O)OC(C)(C)C)C(=O)O[C@H]1[C@H](N(C[C@@H]1OC(=O)OC(C)(C)C)C(=O)OC(C)(C)C)CC1=CC=C(C=C1)OC 3-((2R,3S,4S)-1-(tert-butoxycarbonyl)-4-((tert-butoxy carbonyl)oxy)-2-(4-methoxybenzyl)pyrrolidin-3-yl) 1-(tert-butyl) 3-(benzyloxy)azetidine-1,3-dicarboxylate